COC([C@@H](CC(C)C)N=[N+]=[N-])=O (R)-2-azido-4-methylpentanoic acid methyl ester